C(C)(C)(C)OC(=O)N1[C@@H](C[C@H](C1)NC(C1=C(C=C(C=C1)C=1C=C2C=NN(C2=CC1)C)F)=O)CN1N=NC=C1.COC1=CC=C(C=C1)CC#CC1=CC=CC=C1 4-methoxy-(3-phenylprop-2-yn-1-yl)benzene tert-Butyl-(2S,4R)-2-((1H-1,2,3-triazol-1-yl)methyl)-4-(2-fluoro-4-(1-methyl-1H-indazol-5-yl)benzamido)pyrrolidine-1-carboxylate